C(C)N1C2=NC(=NC(=C2N=C1C1=CC=NC=C1)N1CCOCC1)/C(/C)=N/NC=1C=C(C=CC1)C (E)-4-(9-ethyl-8-(pyridin-4-yl)-2-(1-(2-m-tolylhydrazono)ethyl)-9H-purin-6-yl)morpholine